6-bromo-1-(2,6-dimethoxyphenyl)(6-ethoxypyridin-2-yl)-1H-imidazo[4,5-b]pyridine BrC=1C=C2C(=NC1)N=C(N2C2=C(C=CC=C2OC)OC)C2=NC(=CC=C2)OCC